dinitramide ammonium nitrate [N+](=O)([O-])[O-].[NH4+].N[N+](=O)[O-].N[N+](=O)[O-]